FC1(C[C@](OC1)(C)[C@H](C1=NC=C(C=C1C)F)NC1=C(C(C1=O)=O)NC1=C(C(=NC=C1)C(=O)N(C)C)O)F 4-((2-(((S)-((R)-4,4-difluoro-2-methyltetrahydrofuran-2-yl)(5-fluoro-3-methylpyridin-2-yl)methyl)amino)-3,4-dioxocyclobut-1-en-1-yl)amino)-3-hydroxy-N,N-dimethylpicolinamide